4-((4-aminophenyl)methyl)-2-isobutylbenzenamine NC1=CC=C(C=C1)CC1=CC(=C(C=C1)N)CC(C)C